N-(6-amino-5-ethyl-3-pyridyl)-2-oxo-2-[(2R,5S)-5-methyl-2-[3-[(3R)-1-methyl-3-piperidyl]phenyl]-1-piperidyl]acetamide NC1=C(C=C(C=N1)NC(C(N1[C@H](CC[C@@H](C1)C)C1=CC(=CC=C1)[C@@H]1CN(CCC1)C)=O)=O)CC